(difluoromethoxy)-5-fluorobenzaldehyde FC(OC1=C(C=O)C=C(C=C1)F)F